N-((R)-1-(5-amino-3-(difluoromethyl)-2-fluorophenyl)ethyl)-6-((R)-3,4-dimethyl-Piperazin-1-yl)-2-methylpyridin NC=1C=C(C(=C(C1)[C@@H](C)N1C(C=CC=C1N1C[C@H](N(CC1)C)C)C)F)C(F)F